COC(=O)C1CC2(C1)CC(C2)NC(=O)C=2C=CC(=C1C=NN(C21)[C@H](C)C=2C=NC(=CC2)C2CC2)C#CC (Sa,R)-6-(1-(1-(6-cyclopropylpyridin-3-yl)ethyl)-4-(propane-1-yn-1-yl)-1H-indazole-7-carboxamido)spiro[3.3]heptane-2-carboxylic acid methyl ester